(S)-(3-aminopyrrolidin-1-yl)(5-(2-ethyl-4-(piperidin-4-yl)phenyl)-3-methylthiophen-2-yl)methanone N[C@@H]1CN(CC1)C(=O)C=1SC(=CC1C)C1=C(C=C(C=C1)C1CCNCC1)CC